1,2-Bis[4-(azidomethyl)phenyl]-1,2-diphenylethen N(=[N+]=[N-])CC1=CC=C(C=C1)C(=C(C1=CC=CC=C1)C1=CC=C(C=C1)CN=[N+]=[N-])C1=CC=CC=C1